1-(6-amino-pyridin-3-yl)piperidin-4-ol NC1=CC=C(C=N1)N1CCC(CC1)O